O-[tert-butyl(dimethyl)silyl]hydroxylamine [Si](C)(C)(C(C)(C)C)ON